FC1=CC=C2C(=CNC2=C1)C=1C=C(SC1)C(C(=O)O)CC=O (4-(6-fluoro-1H-indol-3-yl)thiophen-2-yl)-4-oxobutanoic acid